Cl.N[C@H](C(=O)OC)CC1=CC=C(C=2N1C=CN2)C=2C(N(C(N(C2)C)=O)C)=O methyl (S)-2-amino-3-(8-(1,3-dimethyl-2,4-dioxo-1,2,3,4-tetrahydro pyrimidin-5-yl)imidazo[1,2-a]pyridin-5-yl)propanoate hydrochloride